1-[2-[4-[3-[1-(5-chloropyrimidin-2-yl)-4-piperidyl]propoxy]-2-fluoro-phenyl]acetyl]piperidine-4-carboxylic acid ClC=1C=NC(=NC1)N1CCC(CC1)CCCOC1=CC(=C(C=C1)CC(=O)N1CCC(CC1)C(=O)O)F